C1=NN=CC=2C1=C1CCCCN1C2 7,8,9,10-tetrahydropyridazino[4,5-a]indolizin